FC(C1=NN=C(O1)C=1C=CC(=NC1)CN1C(OC2=C1C=CC(=C2)C2=C1C=CNC1=CC=C2)=O)F 3-((5-(5-(difluoromethyl)-1,3,4-oxadiazol-2-yl)pyridin-2-yl)methyl)-6-(1H-indol-4-yl)benzo[d]oxazol-2(3H)-one